N-((4,6-dimethyl-2-oxo-1,2-dihydropyridin-3-yl)methyl)-5-(6-formylpyridin-3-yl)-2-methyl-3-(methyl-(tetrahydro-2H-pyran-4-yl)amino)benzamide CC1=C(C(NC(=C1)C)=O)CNC(C1=C(C(=CC(=C1)C=1C=NC(=CC1)C=O)N(C1CCOCC1)C)C)=O